7-((3aR,4R,6R,6aR)-6-(3,4-dichlorobenzyl)-2,2,6a-trimethyltetrahydrofuro[3,4-d][1,3]dioxol-4-yl)-7H-pyrrolo[2,3-d]pyrimidine ClC=1C=C(C[C@H]2O[C@H]([C@H]3[C@@]2(OC(O3)(C)C)C)N3C=CC2=C3N=CN=C2)C=CC1Cl